C1N(CCC2=CC=CC=C12)C[C@H](CN1CCOC2=C(C1=O)C=CC(=C2)OCC2CN(CCO2)CC)O 4-[(2R)-3-(3,4-dihydro-1H-isoquinolin-2-yl)-2-hydroxy-propyl]-8-[(4-ethylmorpholin-2-yl)methoxy]-2,3-dihydro-1,4-benzoxazepin-5-one